N[C@@H]1[C@H](CCC[C@H]1OC)CC=1C=C2CN(C(C2=CC1)=O)C1C(NC(CC1)=O)=O |o1:1,2,6| 3-(5-(((1R,2r,3r)-rel-2-amino-3-methoxycyclohexyl)methyl)-1-oxoisoindolin-2-yl)piperidine-2,6-dione